COC=1C(=C2C=CNC2=C(C1)C)CN1[C@@H](C2(C1)CCCC2)C2=CC=C(C(=O)O)C=C2 |r| (+-)-4-(2-((5-methoxy-7-methyl-1H-indol-4-yl)methyl)-2-azaspiro[3.4]octane-1-yl)benzoic acid